C1=CC(=CC(=C1)OS(=O)(=O)O)CCC(=O)O The molecule is a monocarboxylic acid that is propionic acid carrying a 3-sulfooxyphenyl substituent at C-3. It has a role as a metabolite. It is an aryl sulfate and a monocarboxylic acid. It derives from a propionic acid. It is a conjugate acid of a 3-(3-sulfooxyphenyl)propanoic acid anion and a 3-(3-sulfooxyphenyl)propanoate(2-).